4-((1-(4-(2-(2-Aminopyridin-3-yl)-5-(2-oxooxazolidin-3-yl)-3H-imidazo[4,5-b]pyridin-3-yl)benzyl)piperidin-4-yl)amino)pyrimidine-2-carbonitrile NC1=NC=CC=C1C1=NC=2C(=NC(=CC2)N2C(OCC2)=O)N1C1=CC=C(CN2CCC(CC2)NC2=NC(=NC=C2)C#N)C=C1